C1(CCCCC(=O)OC(CCCCCCC(=O)O1)=O)=O suberyl adipate